Cl.NC([C@H](C[C@H]1C(NCC1)=O)NC(=O)[C@H]1NC[C@@H]2[C@@H]3C=C[C@H]([C@H]12)C3)=O (1S,3aR,4S,7R,7aS)-N-((S)-1-amino-1-oxo-3-((S)-2-oxopyrrolidin-3-yl)propan-2-yl)-2,3,3a,4,7,7a-hexahydro-1H-4,7-methanoisoindole-1-carboxamide hydrochloride